The molecule is an N-acyl-L-alpha-amino acid obtained by formal condensation of the carboxy group of N-[2-(1-benzofuran-6-carbonyl)]-5,7-dichloro-1,2,3,4-tetrahydroisoquinoline-6-carboxylic acid with the amino group of 3-(methanesulfonyl)-L-phenylalanine. Used for treatment of keratoconjunctivitis sicca (dry eye syndrome). It has a role as an anti-inflammatory drug and a lymphocyte function-associated antigen-1 antagonist. It is a L-phenylalanine derivative, a sulfone, a N-acyl-L-alpha-amino acid, a member of isoquinolines and a member of 1-benzofurans. CS(=O)(=O)C1=CC=CC(=C1)C[C@@H](C(=O)O)NC(=O)C2=C(C=C3CN(CCC3=C2Cl)C(=O)C4=CC5=C(C=C4)C=CO5)Cl